NC=1C=C(C=CC1)C1=C(SC=C1)C(=O)N (3-aminophenyl)thiophene-2-carboxamide